C(C)(C)(C)OC(CN1C=C(C(C=C1)=O)[Si](F)(C(C)(C)C)C(C)(C)C)=O {3-[di(tert-butyl)(fluoro)silyl]-4-oxo-1-pyridinyl}acetic acid tert-butyl ester